COCCCOC1=C(C(=NC=C1)CSC1=NC2=C(N1)C=CC=C2)C 2-[[4-(3-methoxypropoxy)-3-methyl-2-pyridinyl]-methylsulfanyl]-1H-benzimidazole